1-(3-chloro-4-nitrophenyl)-3-methyl-3-aza-bicyclo[3.1.0]hexane ClC=1C=C(C=CC1[N+](=O)[O-])C12CN(CC2C1)C